6-(benzo[c][1,2,5]oxadiazol-5-yl)-N-(2,2,6,6-tetramethylpiperidin-4-yl)pyridazin N=1ON=C2C1C=CC(=C2)C2=CC=CNN2C2CC(NC(C2)(C)C)(C)C